(E)-N-(4-(4-fluorostyryl)-7-(4-methylpiperazin-1-yl)-5,8-dioxo-5,8-dihydroquinolin-6-yl)pentanamide FC1=CC=C(/C=C/C2=CC=NC=3C(C(=C(C(C23)=O)NC(CCCC)=O)N2CCN(CC2)C)=O)C=C1